COC1=NC(=CC(N1)(N)C1=C(C=CC(=C1)[N+](=O)[O-])N1CCN(CC1)C)C=1C=C2C=NN(C2=CC1)C 2-methoxy-4-((4-methylpiperazine-1-yl)-5-nitrophenyl)-6-(1-methyl-1H-indazole-5-yl)pyrimidine-4-amine